F[C@@H]1[C@@H]([C@@H](N(C1)C(=O)C1OCC1)CC=1C(=C(C=CC1)C1=C(C(=CC=C1)F)F)F)NS(=O)(=O)CC N-{(2S,3R,4S)-4-fluoro-1-(oxetan-2-carbonyl)-2-[(2,2',3'-trifluoro[1,1'-biphenyl]-3-yl)methyl]pyrrolidin-3-yl}ethanesulfonamide